N1(N=CC=C1)C1=CC=C(C=C1)C(N1CCN(CC1)C(=O)N1N=NC2=C1C=C(C=C2)C#N)C2=CC=C(C=C2)N2N=CC=C2 1-(4-(bis(4-(1H-pyrazol-1-yl)phenyl)methyl)piperazine-1-carbonyl)-1H-benzo[d][1,2,3]triazole-6-carbonitrile